N-methyl-N-propylpropanamide CN(C(CC)=O)CCC